ClC1=C(C=C2C=C(N=CC2=C1)NC(=O)C1C(CC1)C#N)N1CCN(CC1)C1(COCC1O)C N-[7-chloro-6-[4-(4-hydroxy-3-methyl-tetrahydrofuran-3-yl)piperazin-1-yl]-3-isoquinolyl]-2-cyano-cyclobutanecarboxamide